BrC=1C=C2C\C(\C(C2=CC1)=O)=N/O (E)-5-bromo-2-(hydroxyimino)-2,3-dihydro-1H-inden-1-one